di(heptadecan-9-yl) 3,3'-((2-(4-methylpiperazin-1-yl)ethyl)azanediyl)-dipropionate CN1CCN(CC1)CCN(CCC(=O)OC(CCCCCCCC)CCCCCCCC)CCC(=O)OC(CCCCCCCC)CCCCCCCC